tri-i-decyl-trimellitic acid C(CCCCCCC(C)C)C=1C(=C(C(=C(C1C(=O)O)C(=O)O)CCCCCCCC(C)C)C(=O)O)CCCCCCCC(C)C